o-(hydroxymethyl)benzoic acid OCC1=C(C(=O)O)C=CC=C1